BrC(C(=O)Br)(C)C 2-bromo-2-methylpropionyl bromide